C(C)N1CCN(CCC1)[C@H](CCC)C1=NC2=CC=C(C=C2C(N1C)=O)F (R)-2-(1-(4-ethyl-1,4-diazepan-1-yl)butyl)6-fluoro-3-methylquinazolin-4(3H)-one